C(C)(C)(CCC)OOC1CCCCC1 t-hexylperoxycyclohexane